methyl (R)-2-(6-amino-4-chloro-1H-pyrazolo[3,4-d]pyrimidin-1-yl)-2-phenylpropanoate NC1=NC(=C2C(=N1)N(N=C2)[C@](C(=O)OC)(C)C2=CC=CC=C2)Cl